2-(5-bromo-3-(difluoromethyl)pyridin-2-yl)-2H-1,2,3-triazole-4-carboxylic acid BrC=1C=C(C(=NC1)N1N=CC(=N1)C(=O)O)C(F)F